3,4-Dihydroxybenzonitrile OC=1C=C(C#N)C=CC1O